(4-ethylpiperazin-1-yl)-N-(5-(2-fluoro-6-methoxyphenyl)-1H-pyrazolo[3,4-c]pyridin-3-yl)benzamide C(C)N1CCN(CC1)C1=C(C(=O)NC2=NNC3=CN=C(C=C32)C3=C(C=CC=C3OC)F)C=CC=C1